NC=1C=C(C=C2C=C(N=CC12)NC(=O)[C@H]1[C@@H](C1)C#N)N1C(OC=C1C)=O |r| (±)-(trans)-N-[8-amino-6-(4-methyl-2-oxo-oxazol-3-yl)-3-isoquinolyl]-2-cyano-cyclopropanecarboxamide